Cl.NC(C(=O)N1CCN(CC1)C(=O)NC1=NC(N(C=C1)C1=CC=C(CN2CC(C2)(C(=O)OCC)CN)C=C1)=O)(C)C Ethyl 1-(4-(4-(4-(2-amino-2-methylpropanoyl)piperazine-1-carboxamido)-2-oxopyrimidin-1(2H)-yl)benzyl)-3-(aminomethyl)azetidine-3-carboxylate hydrochloride salt